C(C(=C)C)(=O)OCCCCCCOC(C=C)=O 6-(acryloyloxy)-hexyl methacrylate